4-[4-(azetidine-1-carbonyl)-2-(2,2,2-trifluoroethoxy)phenyl]-2-[6-(difluoromethoxy)pyridin-3-yl]-2,3-dihydro-1H-pyrrolo[3,4-c]pyridin-1-one N1(CCC1)C(=O)C1=CC(=C(C=C1)C1=NC=CC2=C1CN(C2=O)C=2C=NC(=CC2)OC(F)F)OCC(F)(F)F